C1(=CC=CC=C1)CCN1CCC(CC1)(C(=O)OC)N(C1=CC=CC=C1)C(CC)=O methyl 1-(2-phenylethyl)-4-(N-propanoylanilino)piperidine-4-carboxylate